(2-methoxy-5-pyridyl)cyclopropanecarboxamide COC1=NC=C(C=C1)C1(CC1)C(=O)N